4-(6-(2-(2-isopropylphenyl)-4-(4-methoxybenzyl)piperazin-1-yl)-2-azaspiro[3.3]Heptane-2-yl)benzoic acid C(C)(C)C1=C(C=CC=C1)C1N(CCN(C1)CC1=CC=C(C=C1)OC)C1CC2(CN(C2)C2=CC=C(C(=O)O)C=C2)C1